hydrogen cyclopenta[c]pyrrole-1-carboxamide C1(=NC=C2C1=CC=C2)C(=O)N